N-[3-[[(2'S,4R)-2-ethyl-2'-methyl-spiro[6,7-dihydrothieno[3,2-c]pyran-4,4'-piperidine]-1'-yl]methyl]cyclobutyl]-2,2,2-trifluoro-acetamide C(C)C1=CC2=C(CCO[C@]23C[C@@H](N(CC3)CC3CC(C3)NC(C(F)(F)F)=O)C)S1